CC=1C=C(C=CC1C(F)(F)F)NC(=O)N1[C@H](CCC1)C(=O)NC1=NC=2CCC(CC2C=C1)C(=O)O 2-[(1-{[3-methyl-4-(trifluoromethyl)phenyl]carbamoyl}-D-prolyl)amino]-5,6,7,8-tetrahydroquinoline-6-carboxylic acid